ClC1=C(C=CC=C1C)C=1C(=CC=2C3=C(C(=NC2C1F)N1CC(C1)(C)N(C)C)N=CN3[C@@H]3C[C@H](N(CC3)C(=O)OC(C)(C)C)CC#N)C tert-butyl (2S,4S)-4-(7-(2-chloro-3-methylphenyl)-4-(3-(dimethylamino)-3-methylazetidin-1-yl)-6-fluoro-8-methyl-1H-imidazo[4,5-c]quinolin-1-yl)-2-(cyanomethyl)piperidine-1-carboxylate